CC1=CC=C(C=C1)CN1CC(CC1)CNC(=O)C1CCNCC1 N-([1-[(4-methylphenyl)methyl]pyrrolidin-3-yl]methyl)piperidine-4-carboxamide